3-(2-hydroxyphenyl)coumarin OC1=C(C=CC=C1)C=1C(OC2=CC=CC=C2C1)=O